4-benzamido-N-((1R,2R,4S)-7-cyano-7-azabicyclo[2.2.1]heptan-2-yl)benzamide C(C1=CC=CC=C1)(=O)NC1=CC=C(C(=O)N[C@H]2[C@H]3CC[C@@H](C2)N3C#N)C=C1